Thiophene-2,3-dicarbaldehyde Dioxime S1C(=C(C=C1)C=NO)C=NO